(2S)-3-methyl-2-{methyl-[7-(prop-2-enoyl)-5-oxa-2,7-diazaspiro[3.4]oct-2-yl]carbonylamino}butyric acid CC([C@@H](C(=O)O)N(C(=O)N1CC2(C1)OCN(C2)C(C=C)=O)C)C